N1=C(C=NC=C1)C1=NN=C(S1)C(=O)NC=1C=NN(C1)C1CCN(CC1)C(=O)OC(C)(C)C tert-butyl 4-(4-(5-(pyrazin-2-yl)-1,3,4-thiadiazole-2-carboxamido)-1H-pyrazol-1-yl)piperidine-1-carboxylate